C(C)(=O)[C@]1([C@H](CN(C1)S(=O)(=O)C1=NC=C(C=C1)Cl)OC1=CC(=C(C#N)C=C1)F)O 4-(((3S,4S)-4-acetyl-1-((5-chloropyridin-2-yl)sulfonyl)-4-hydroxypyrrolidin-3-yl)oxy)-2-fluorobenzonitrile